CN1CC(C(C1)C)C 1,3,4-trimethylpyrrolidine